6-((2-acetyl-2-azaspiro[3.3]hept-6-yl)amino)-2-isopropoxypyrimidine-4-carboxylic acid C(C)(=O)N1CC2(C1)CC(C2)NC2=CC(=NC(=N2)OC(C)C)C(=O)O